(R)-methyl 2-acetamido-3-mercaptopropionate C(C)(=O)N[C@H](C(=O)OC)CS